C1(=C(C=CC=C1)C1=CNC(C2=CC(=CC=C12)COCC(F)(F)F)=O)C 4-(o-tolyl)-7-((2,2,2-trifluoroethoxy)methyl)isoquinolin-1(2H)-one